C(C)(=O)C1=C(C(=C(C(=C1)OC)CCCNC(C(=C)C)=O)OC)N N-(3-(4-acetyl-3-amino-2,6-dimethoxyphenyl)propyl)methacrylamide